methyl 5-(4-(trifluoromethyl)phenyl)-6,6a,7,8,9,10-hexahydro-5H-pyrido[1,2-a]quinoxaline-8-carboxylate FC(C1=CC=C(C=C1)N1CC2N(C=3C=CC=CC13)CCC(C2)C(=O)OC)(F)F